1,7-dioxan-heptadecan-8-one OCCCCCOC(CCCCCCCCC)=O